ClC=1SC(=CN1)[C@@H]1NS(OC1)(=O)=O (4R)-4-(2-chlorothiazol-5-yl)oxathiazolidine-2,2-dioxide